O.ClC1=C(C(=O)N2COC3=C(C2)C=CC=C3C3=CC(=C(C(=O)O)C=C3F)N3C2COCC3CC2)C(=CC(=C1)N1CC2(C1)CC(C2)OC)Cl 4-[3-[2,6-Dichloro-4-(6-methoxy-2-azaspiro[3.3]heptan-2-yl)benzoyl]-2,4-dihydro-1,3-benzoxazin-8-yl]-5-fluoro-2-(3-oxa-8-azabicyclo[3.2.1]oct-8-yl)benzoic acid hydrate